N=1N(N=CC1)C1=C(C=CC=C1)C(=O)N1[C@@H]2[C@@H](C[C@H](C1)C2)OC2=NC=CC=C2 (2-(2H-1,2,3-triazol-2-yl)phenyl)((1S,4R,6R)-6-(pyridin-2-yloxy)-2-azabicyclo[2.2.1]Hept-2-yl)methanone